NC=CCO aminoallyl alcohol